NC=1C2=C(N=CN1)N(C=C2C2=CC=C(C=C2)NC(=O)NC2=NOC(=C2)C(C)(C)C)N2C(CNCC2)S(=O)(=O)C 1-(4-(4-amino-7-(2-(methylsulfonyl)piperazin-1-yl)-7H-pyrrolo[2,3-d]pyrimidin-5-yl)phenyl)-3-(5-tert-butyl-isoxazol-3-yl)urea